CC(CC[C@@H](C(=O)OC(C)(C)C)NC(C)C=1C=NC=NC1)(C)C Tert-butyl (2S)-5,5-dimethyl-2-((1-(pyrimidin-5-yl)ethyl)amino)hexanoate